C(C1=CC=CC=C1)[N+](=C\C=C\CC\C=C/CC)[O-] (2E,6Z)-N-benzylnona-2,6-dien-1-imine oxide